C(C1=CC=CC=C1)OC=1C=C(C(=NC1)F)B(O)O 5-(BENZYLOXY)-2-FLUOROPYRIDIN-3-YLBORONIC ACID